CC1(NC=CC=C1)N1CCNCCC1 1-(2-methyl-2-pyridinyl)-homopiperazine